OC(CN1CCNCC1)CC 2-hydroxy-1-(piperazin-1-yl)butan